Br[Si]1(C[SiH2]CCC1)Br 1,1-dibromo-1,3-disilacyclohexane